BrC1=CC(=C(C=C1OCOC)C(CC(C)=O)=O)O 1-[4-bromo-2-hydroxy-5-(methoxymethyloxy)phenyl]Butane-1,3-dione